ClC1=CC(=CC(=N1)N1C(C2=CC(=CC=C2C1)[C@H](CC1=NN=CN1C)C)=O)CN1C[C@H](CCC1)C 2-(6-Chloro-4-(((S)-3-methylpiperidin-1-yl)methyl)pyridin-2-yl)-6-((S)-1-(4-methyl-4H-1,2,4-triazol-3-yl)propan-2-yl)isoindolin-1-one